C(C=C)C1C2CCC(C1=O)N2C(=O)OCC2=CC=CC=C2 benzyl 2-allyl-3-oxo-7-azabicyclo[2.2.1]heptane-7-carboxylate